COC=1C(=CC2=C(N=C(N=C2N[C@H](C)C2=C(C(=CC=C2)C(F)(F)F)C)C)N1)N1CCS(CC1)(=O)=O (R)-4-(7-methoxy-2-methyl-4-((1-(2-methyl-3-(trifluoromethyl)phenyl)ethyl)amino)pyrido[2,3-d]pyrimidin-6-yl)thiomorpholine 1,1-dioxide